FC(C1=CC=C(C=C1)C1=CC=C(C=C1)C(=O)O)(F)F 4'-(trifluoromethyl)-[1,1'-biphenyl]-4-carboxylic acid